FC=1C=C(C=CC1)C(CC(=O)OCC)=C=O ethyl 3-(3-fluorophenyl)-3-carbonylpropionate